dimethylaminobenzylidenedodecyl-aniline CN(C)N(C1=CC=CC=C1)CCCCCCCCCCCC=CC1=CC=CC=C1